(3-benzyl-1-(4-chlorophenyl)-2,5-dioxoimidazolin-4-yl)-N-(2-(hydroxylamino)-2-oxoethyl)propanamide C(C1=CC=CC=C1)N1C(N(C(C1C(C(=O)NCC(=O)NO)C)=O)C1=CC=C(C=C1)Cl)=O